C(C)OC(=O)C1NC2CC2(C1)C 5-methyl-2-azabicyclo[3.1.0]Hexane-3-carboxylic acid ethyl ester